1-(2-Chloro-5-(4-((1-(2,6-dimethoxy-4-(5-methyl-6-oxo-1-propyl-1,6-dihydropyridin-3-yl)phenethyl)piperidin-4-yl)oxy)piperidine-1-carbonyl)phenyl)dihydropyrimidine-2,4(1H,3H)-dione ClC1=C(C=C(C=C1)C(=O)N1CCC(CC1)OC1CCN(CC1)CCC1=C(C=C(C=C1OC)C1=CN(C(C(=C1)C)=O)CCC)OC)N1C(NC(CC1)=O)=O